(S)-2-(3-(4-((2-amino-7H-pyrrolo[2,3-d]pyrimidin-4-yl)oxy)phenyl)ureido)-3-(naphthalen-2-yl)propanoic acid NC=1N=C(C2=C(N1)NC=C2)OC2=CC=C(C=C2)NC(N[C@H](C(=O)O)CC2=CC1=CC=CC=C1C=C2)=O